COC=1N=C2C(=CC=NC2=CC1OC)OC1=C(C=C(C=C1)NC(=O)C=1C(=NC(=C(C1O)C=1SC=CC1)C)COC)F N-[4-[(6,7-Dimethoxy-1,5-naphthyridin-4-yl)oxy]-3-fluorophenyl]-4-hydroxy-2-(methoxymethyl)-6-methyl-5-thiophen-2-ylpyridine-3-carboxamide